CN(C(CCCCCCC\C=C/CCCCCCCC)=O)C N,N-dimethyl-oleamide